2-(3-{[4-(2-{2-[2-(2-aminoethoxy)ethoxy]ethoxy}ethanesulfonyl)phenyl]amino}prop-1-yn-1-yl)-N-(1-methylpiperidin-4-yl)-1-(2,2,2-trifluoroethyl)-1H-indol-4-amine trihydrochloride Cl.Cl.Cl.NCCOCCOCCOCCS(=O)(=O)C1=CC=C(C=C1)NCC#CC=1N(C=2C=CC=C(C2C1)NC1CCN(CC1)C)CC(F)(F)F